BrC1=C(C2=CN(N=C2C=C1)C)Cl 5-bromo-4-chloro-2-methyl-2H-indazole